6-chloro-1-pentyl-N-(1-(3,4,5-trimethoxyphenyl)-1H-imidazol-4-yl)-1H-pyrazolo[3,4-d]pyrimidin-4-amine ClC1=NC(=C2C(=N1)N(N=C2)CCCCC)NC=2N=CN(C2)C2=CC(=C(C(=C2)OC)OC)OC